hydroxy-docosa-4Z,8E,10E,12Z,16Z,19Z-hexaenoic acid OC(C(=O)O)C\C=C/CC\C=C\C=C\C=C/CC\C=C/C\C=C/CC